BrCC=1C(=NOC1C)C1=CC=C(C=C1)F 4-(Bromomethyl)-3-(4-fluorophenyl)-5-methylisoxazole